C(C)(C)(C)C=1C=C(C=2[C@@H]3C(C(OC2C1)(C)C)CC=C(C3)CO)O (10As)-3-tert-butyl-9-(hydroxymethyl)-6,6-dimethyl-6a,7,10,10a-tetrahydrobenzo[c]chromen-1-ol